tert-butyl N-(1H-pyrazol-4-yl)carbamate N1N=CC(=C1)NC(OC(C)(C)C)=O